1-[6-(2-methylbenzoyl)-9-ethylcarbazol-3-yl]-propane-1-one CC1=C(C(=O)C=2C=C3C=4C=C(C=CC4N(C3=CC2)CC)C(CC)=O)C=CC=C1